CC1(C=CCC1)CC(=O)OCC(C)C isobutyl (1-methyl-2-cyclopentenyl)acetate